7-methoxy-6-(3-chloropropoxy)quinazoline COC1=C(C=C2C=NC=NC2=C1)OCCCCl